C(CCCCCCCCCCC)(=O)OC[C@@H]([C@@H]1C(=C(C(=O)O1)O)[O-])O 6-O-lauroyl-ascorbate